(R)-7-(3-methylmorpholino)thiazolo[5,4-d]pyrimidin-2-amine C[C@@H]1COCCN1C=1C2=C(N=CN1)SC(=N2)N